((1s,4R)-4-methoxy-4-(trifluoromethyl)cyclohexyl)-4-azaspiro[2.5]octane-7-carboxamide COC1(CCC(CC1)C1CC12NCCC(C2)C(=O)N)C(F)(F)F